FC(OC1=CC=C(C=C1)S(=O)(=O)N1C2CC(CC1CC2)NC2C(CC2)O)F 2-((8-((4-(Difluoromethoxy)phenyl)sulfonyl)-8-azabicyclo[3.2.1]octan-3-yl)amino)cyclobutan-1-ol